C(C)(C)(C)OC(=O)NC1(CC2=CC(=CC=C2CC1)OC1=CC=CC2=CC=CC(=C12)Cl)C(=O)OC methyl 2-((tert-butoxycarbonyl) amino)-7-((8-chloronaphthalen-1-yl) oxy)-1,2,3,4-tetrahydronaphthalen-2-carboxylate